2-(4,6-dimethylpyrazolo[1,5-a]pyrazin-2-yl)-7-[(1S,4S)-5-methyl-2,5-diazabicyclo[2.2.1]hept-2-yl]-4H-pyrido[1,2-a]pyrimidin-4-one CC=1C=2N(C=C(N1)C)N=C(C2)C=2N=C1N(C(C2)=O)C=C(C=C1)N1[C@@H]2CN([C@H](C1)C2)C